NC1=NC2=C(N1CCN(CCOC1=C(C=NN1C1CC1)C1=CC(=CN(C1=O)C)C(=O)OC)CC(F)(F)F)C=C(C=C2)Br methyl 5-[5-(2-{[2-(2-amino-6-bromo-1,3-benzodiazol-1-yl) ethyl] (2,2,2-trifluoroethyl) amino} ethoxy)-1-cyclopropylpyrazol-4-yl]-1-methyl-6-oxopyridine-3-carboxylate